(1r,4r)-4-(8-(2-chloro-4,6-difluorophenylamino)-2-(4,4-difluorocyclohexylamino)-9H-purin-9-yl)-1-methylcyclohexanecarboxamide ClC1=C(C(=CC(=C1)F)F)NC=1N(C2=NC(=NC=C2N1)NC1CCC(CC1)(F)F)C1CCC(CC1)(C(=O)N)C